(1R)-(2',4'-dioxo-3'-(2-oxo-2-(2-phenylazetidin-1-yl)ethyl)-2,3-dihydrospiro[indene-1,5'-oxazolidine]-5-yl)-3-methylurea O=C1O[C@]2(C(N1CC(N1C(CC1)C1=CC=CC=C1)=O)=O)CCC1=CC(=CC=C12)NC(=O)NC